FC1=C(C=CC=C1)[C@@H]1[C@H]2CCC[C@@H](C1)N2C (1S,5R,6R)-6-(2-fluorophenyl)-8-methyl-8-azabicyclo[3.2.1]octane